β-glycerol phosphate C(C(CO)OP(=O)(O)O)O